1-[4-(1-{[(2R)-4-Acetylmorpholin-2-yl]methyl}-5-methyl-1H-1,3-benzodiazol-2-yl)-3,5-Difluorophenyl]pyrrolidin-2-one C(C)(=O)N1C[C@H](OCC1)CN1C(=NC2=C1C=CC(=C2)C)C2=C(C=C(C=C2F)N2C(CCC2)=O)F